4-(4-piperazinylacrylpiperazin-1-yl)-7-(2-amino-7-fluorobenzo[d]thiazol-4-yl)-6-chloro-8-fluoro-2-(((S)-1-methylpyrrolin-2-yl)methoxy)quinoline-3-carbonitrile N1(CCNCC1)C=CC(=O)N1CCN(CC1)C1=C(C(=NC2=C(C(=C(C=C12)Cl)C1=CC=C(C2=C1N=C(S2)N)F)F)OCC=2N(CCC2)C)C#N